F[C@@H]1[C@@H](C1)C(=O)NC1=CC=C2C(=N1)N(C(=C2C=2C(=NC=CC2)OC)C)COCC[Si](C)(C)C (1S,2S)-2-fluoro-N-(3-(2-methoxypyridin-3-yl)-2-methyl-1-((2-(trimethylsilyl)ethoxy)methyl)-1H-pyrrolo[2,3-b]pyridin-6-yl)cyclopropane-1-carboxamide